ClC1=NC(=NC(=C1CC(F)F)Cl)N 4,6-dichloro-5-(1,1-difluoroeth-2-yl)pyrimidin-2-amine